p-methoxyphenylthioether COC1=CC=C(C=C1)SC1=CC=C(C=C1)OC